The molecule is an anionic C5 cyanine-type compound having indoleinine and dihydropyrano[3,2-g]quinolinium substituents at either end. It has a role as a fluorochrome. CCN1C2=CC3=C(C=C2C(=CC1(C)C)C)/C(=C/C=C/C=C/C4=[N+](C5=C(C4(C)CCCC(=O)O)C=C(C=C5)S(=O)(=O)[O-])CCCS(=O)(=O)[O-])/C=C(O3)C6=CC=CC=C6